CN1C=C(C=2C1=NC=CN2)C=O (5-methyl-5H-pyrrolo[2,3-b]pyrazin-7-yl)methanone